3-({[(4R)-7-(1-phenylethyl)-3,4-dihydro-2H-1-benzopyran-4-yl]methyl}amino)pyridine-4-carboxylic acid C1(=CC=CC=C1)C(C)C1=CC2=C([C@@H](CCO2)CNC=2C=NC=CC2C(=O)O)C=C1